C(C)(=O)C1CCC2[C@@]1(C[C@](C1[C@]3(CCC(N(C3=CCC12)C)=O)C)(C)O)C (4aR,5S,6aS)-7-acetyl-5-hydroxy-1,4a,5,6a-tetramethyl-1,3,4,4a,4b,5,6,6a,7,8,9,9a,9b,10-tetradecahydro-2H-indeno[5,4-f]quinolin-2-one